FCCN1CCC(CC1)C(=O)OC methyl 1-(2-fluoroethyl)piperidine-4-carboxylate